N1=C(C=CC=C1)COC1=CC=C(C(=C1)C1=CC=CC=C1)C(=O)N 5-[(pyridin-2-yl)methoxy]-[1,1'-biphenyl]-2-carboxamide